N-((2S)-bicyclo[2.2.1]hept-5-en-2-yl)-3-methylbenzamide C12[C@H](CC(C=C1)C2)NC(C2=CC(=CC=C2)C)=O